benzothiazolyl-benzotriazole S1C(=NC2=C1C=CC=C2)C2=CC=CC=1NN=NC12